CN1CCC(CC1)OC=1C=CC=2N(C1)N=CC2C2CCN(CC2)C(=O)OC(C)(C)C tert-butyl 4-(6-((1-methylpiperidin-4-yl)oxy)pyrazolo[1,5-a]pyridin-3-yl)piperidine-1-carboxylate